C(C)C(C(C)C)(CCCC)O 3-Ethyl-2-methyl-heptan-3-ol